C1(CC1)C1=NC(=CC(=N1)C(=O)NC1=CC(=CC=C1)C1(COC1)CC1=NN=CN1C)N1C2CN(CC1C2)C 2-Cyclopropyl-N-(3-(3-((4-methyl-4H-1,2,4-triazol-3-yl)methyl)oxetan-3-yl)phenyl)-6-(3-methyl-3,6-diazabicyclo[3.1.1]heptan-6-yl)pyrimidine-4-carboxamide